C(C1=CC=CC=C1)(=O)O[C@H]1[C@@H](OC[C@@H]1O[Si](C1=CC=CC=C1)(C1=CC=CC=C1)C(C)(C)C)N1C(N=C(C=C1)NC(C)=O)=O (2R,3R,4S)-2-(4-acetamido-2-oxopyrimidin-1(2H)-yl)-4-((tert-butyldiphenylsilyl)oxy)tetrahydrofuran-3-yl benzoate